methyl (2S)-3-[(3R)-5,5-dimethyl-2-oxo-pyrrolidin-3-yl]-2-[[(3S)-2-(4-methoxy-1H-indole-2-carbonyl)-2-azaspiro[4.5]decane-3-carbonyl]amino]propanoate CC1(C[C@H](C(N1)=O)C[C@@H](C(=O)OC)NC(=O)[C@H]1N(CC2(C1)CCCCC2)C(=O)C=2NC1=CC=CC(=C1C2)OC)C